(2S,3S)-ethyl 3-((2-(5-fluoro-1-tosyl-1H-pyrrolo[2,3-b]pyridin-3-yl)-6-(phenylethynyl)pyrimidin-4-yl)amino)bicyclo[2.2.2]octane-2-carboxylate FC=1C=C2C(=NC1)N(C=C2C2=NC(=CC(=N2)N[C@@H]2[C@H](C1CCC2CC1)C(=O)OCC)C#CC1=CC=CC=C1)S(=O)(=O)C1=CC=C(C)C=C1